N-(2-cyano-6-(spiro[2.5]octan-6-yl)phenyl)-4-(5-((1S,2S)-2-fluorocyclopropyl)-1,2,4-oxadiazol-3-yl)-4-methylpiperidine-1-carboxamide C(#N)C1=C(C(=CC=C1)C1CCC2(CC2)CC1)NC(=O)N1CCC(CC1)(C)C1=NOC(=N1)[C@H]1[C@H](C1)F